C(CCCCCCCCC)N(C(OCCCC)=O)CCCCCCCCCC butyl N,N-didecylcarbamate